3-allyl-1,1,1,5,5,5-hexafluoropentane-2,4-dione C(C=C)C(C(C(F)(F)F)=O)C(C(F)(F)F)=O